4-(imidazo[1,2-a]pyridin-6-yl)aniline N=1C=CN2C1C=CC(=C2)C2=CC=C(N)C=C2